O1N=C(C2=C1C=CC=C2)C2CCN(CC2)CCN2CCC=1C=CC(=NC1C2=O)F 7-{2-[4-(1,2-Benzoisoxazol-3-yl)piperidin-1-yl]ethyl}-2-fluoro-6,7-dihydro-1,7-naphthyridin-8(5H)-one